ICCCCCCCC Iodooctane